(1-(1-(2,3-dichlorophenyl)-2-methyl-6-oxo-1,6-dihydropyrimidin-4-yl)-4-methylpiperidin-4-yl)carbamic acid tert-butyl ester C(C)(C)(C)OC(NC1(CCN(CC1)C=1N=C(N(C(C1)=O)C1=C(C(=CC=C1)Cl)Cl)C)C)=O